N-[3-[2-(difluoromethoxy)-5-[4-methyl-3-(piperazine-1-carbonyl)phenoxy]phenyl]-1-methyl-pyrazol-4-yl]pyrazolo[1,5-a]pyrimidine-3-carboxamide FC(OC1=C(C=C(C=C1)OC1=CC(=C(C=C1)C)C(=O)N1CCNCC1)C1=NN(C=C1NC(=O)C=1C=NN2C1N=CC=C2)C)F